ClC1=CC=C(OC2=NC3=C(N=CC(=C3C=C2)O)Br)C=C1 2-(4-chlorophenoxy)-5-hydroxy-8-bromo-1,7-naphthyridine